[O-2].[Ce+4].[Li+] lithium ceric oxide